NC(C(=O)O)(C(CC)C)C 2-amino-2,3-dimethyl-pentanoic acid